4-(6-amino-2-fluoro-9H-purin-9-yl)-N-(6,7-dihydro-4H-pyrano[4,3-d][1,3]thiazol-2-yl)cyclohexanecarboxamide NC1=C2N=CN(C2=NC(=N1)F)C1CCC(CC1)C(=O)NC=1SC2=C(N1)CCOC2